sec-butyltriethoxysilane C(C)(CC)[Si](OCC)(OCC)OCC